[(3aR,6aR)-5-[1-(2,2-difluoroethyl)-1H-pyrazolo[3,4-b]pyrazin-6-yl]-octahydropyrrolo[2,3-c]pyrrol-1-yl]-6-(trifluoromethyl)pyridine FC(CN1N=CC=2C1=NC(=CN2)N2C[C@H]1[C@@H](C2)CCN1C1=NC(=CC=C1)C(F)(F)F)F